COC(C1=CN=C(C=C1)N1SC2=C(C1=O)C=CC=C2)=O.NCCC2CCN(CC2)CC2=CC=C(CN1C3=NC(=NC(=C3NC1=O)NC(C)=O)OCCCC)C=C2 N-(9-(4-((4-(2-aminoethyl)piperidin-1-yl)methyl)benzyl)-2-butoxy-8-oxo-8,9-dihydro-7H-purin-6-yl)acetamide methyl-6-(3-oxobenzo[d]isothiazol-2(3H)-yl)nicotinate